5-bromo-2-((2-hydroxyethyl)(methyl)amino)nicotinonitrile BrC=1C=NC(=C(C#N)C1)N(C)CCO